CC([C@@H](C(=O)OC(C)(C)C)N(C(=O)[C@@H]1C[C@@H](C1)C#CC1=NC=CC=N1)C)C tert-butyl (2S)-3-methyl-2-[methyl-[cis-3-(2-pyrimidin-2-ylethynyl)cyclobutanecarbonyl]amino]butanoate